N[N+]1=C(C=C(C(=C1)F)Br)OC 1-amino-4-bromo-5-fluoro-2-methoxypyridin-1-ium